F[B-](F)(F)F.[Li+] Lithium Tetra-fluoroborate